S1C2=C(C=C1)C(=CC=C2)N2CCN(CC2)CCCCOC2=CC=C1C(CC(N(C1=C2)COC(NC2CCCCC2)=O)=O)(C)C N-Cyclohexylcarbamic acid 7-[4-(4-benzo[b]thiophen-4-ylpiperazin-1-yl)butoxy]-4,4-dimethyl-2-oxo-3,4-dihydro-2H-quinolin-1-ylmethyl ester